N-(4-((4-((7-aminoheptyl)carbamoyl)phenyl)carbamoyl)benzyl)-N-cyclopropyl-3-oxo-3,4-dihydro-2H-benzo[b][1,4]oxazine-7-carboxamide 2,2,2-trifluoroacetate FC(C(=O)O)(F)F.NCCCCCCCNC(=O)C1=CC=C(C=C1)NC(=O)C1=CC=C(CN(C(=O)C=2C=CC3=C(OCC(N3)=O)C2)C2CC2)C=C1